[(3S,6R)-6-{5-[3-(trifluoromethyl)azetidin-1-yl]-1,3,4-oxadiazol-2-yl}piperidin-3-yl]Acetamide FC(C1CN(C1)C1=NN=C(O1)[C@H]1CC[C@H](CN1)CC(=O)N)(F)F